(2E)-3-(3'-{(1R)-1-[(6,7-dimethoxy-2-methylquinazolin-4-yl)amino]ethyl}biphenyl-3-yl)prop-2-enenitrile COC=1C=C2C(=NC(=NC2=CC1OC)C)N[C@H](C)C=1C=C(C=CC1)C1=CC(=CC=C1)/C=C/C#N